FC1=CC=C(C=C1)C1CC(C(C1)N1CC(CCC1)N)OC=1N=NC=C(C1)F 1-[4-(4-fluorophenyl)-2-(5-fluoropyridazin-3-yl)oxy-cyclopentyl]Piperidin-3-amine